5-[4-[4-(trifluoromethoxy)phenoxy]phenyl]hexahydropyrimidine-2,4,6-trione FC(OC1=CC=C(OC2=CC=C(C=C2)C2C(NC(NC2=O)=O)=O)C=C1)(F)F